[(4S)-2,2-dimethyl-1,3-dioxolan-4-yl]methanol CC1(OC[C@@H](O1)CO)C